C(C)N(CC)O diethyl-amino alcohol